C1(=CC(=CC=C1)N1C=2C=CC=CC2C=2C1=C1NC3=CC=CC=C3C1=CC2)C2=CC=CC=C2 11,12-dihydro-12-(biphenyl-3-yl)-indolo[2,3-a]carbazole